ClC=1C=C2CN(CC2=CC1)C1=NC=CC(=N1)C=1C=C(C=C(C1)F)C#CN1N=CC2=CC=CC=C12 ((3-(2-(5-Chloroisoindolin-2-yl)pyrimidin-4-yl)-5-fluorophenyl)ethynyl)-1H-indazole